C=1(N=CN2C1CNCC2)NC([O-])=O 5,6,7,8-tetrahydroimidazo[1,5-a]pyrazin-1-ylcarbamate